9-(2,2-difluoroethoxy)-4-[[(2R)-1,4-dioxan-2-yl]methylamino]-1-methyl-6,7-dihydrobenzo[a]quinolizin-2-one FC(COC1=CC2=C(C3=C(C(C=C(N3CC2)NC[C@H]2OCCOC2)=O)C)C=C1)F